C(C)N(CCOC(=O)OC(C(=O)OCCCCCCCC(OC(CCCCCC)CCCCCCCC)=O)CCC(=O)OCCCCCCCC(OC(CCCCCC)CCCCCCCC)=O)CC bis(8-oxo-8-(pentadecan-7-yloxy)octyl) 2-(((2-(diethylamino)ethoxy)carbonyl)oxy)pentanedioate